(2S,3S,4R)-1-O-(α-D-galactosyl)-2-(N-nonadecanoylamino)-1,3,4-octanetriol [C@H]1([C@H](O)[C@@H](O)[C@@H](O)[C@H](O1)CO)OC[C@@H]([C@@H]([C@@H](CCCC)O)O)NC(CCCCCCCCCCCCCCCCCC)=O